C(C)(C)N1N=NC=2C=CC=3C=NC(=NC3C21)NC2CCC(CC2)N (1R,4R)-N1-(1-isopropyl-1H-[1,2,3]triazolo[4,5-H]quinazolin-8-yl)cyclohexane-1,4-diamine